N-(4-cyano-3-(trifluoromethyl)phenyl)-2-((5-fluoro-1H-indol-1-yl)methyl)acrylamide C(#N)C1=C(C=C(C=C1)NC(C(=C)CN1C=CC2=CC(=CC=C12)F)=O)C(F)(F)F